NC=1C(=C(C=C2C=C(N=CC12)NC1=NN2CC(N(C(CC2=C1)(C)C)C)=O)C=1C=NC=C(C1C)N)F 2-((8-amino-6-(5-amino-4-methylpyridin-3-yl)-7-fluoroisoquinolin-3-yl)amino)-5,5,6-trimethyl-5,6-dihydro-4H-pyrazolo[1,5-d][1,4]diazepin-7(8H)-one